[N+](=O)([O-])C1=CN=C(S1)SC=1SC=C(N1)C1=C(C(=O)O)C=CC=C1 (2-((5-nitrothiazol-2-yl)thio)thiazol-4-yl)benzoic acid